NC=1SC2=C(N1)C=CC(=C2)C=2C=NC(=C(C(=O)N[C@H](C)C1=C(C=CC=C1)OC(F)(F)F)C2)OC (R)-5-(2-aminobenzothiazol-6-yl)-2-methoxy-N-(1-(2-(trifluoromethoxy)phenyl)ethyl)nicotinamide